BrC=1C=CC(=NC1)[C@@H]1[C@H]([C@@H](CCC1)C(NC1=C(C=C(C=C1)C(F)(F)F)F)=O)C(=O)O (1R,2S,6R)-2-(5-bromopyridin-2-yl)-6-((2-fluoro-4-(trifluoromethyl)phenyl)carbamoyl)cyclohexane-1-carboxylic acid